O(C1=CC=CC=C1)C1=CC=C(C=C1)C1=NN2C(NCC[C@H]2C2CCN(CC2)C(CCC2=CC=C(C=C2)N2CCNCC2)=O)=C1C(=O)N (S)-2-(4-phenoxyphenyl)-7-(1-(3-(4-(piperazin-1-yl)phenyl)propanoyl)piperidin-4-yl)-4,5,6,7-tetrahydropyrazolo[1,5-a]pyrimidine-3-carboxamide